6-[(3-allyloxypyrazol-1-yl)methyl]-2-(3,4-dichlorophenyl)-1-ethyl-4-oxo-pyridine-3-carboxylic acid C(C=C)OC1=NN(C=C1)CC1=CC(C(=C(N1CC)C1=CC(=C(C=C1)Cl)Cl)C(=O)O)=O